Triisopropyl Borate B(OC(C)C)(OC(C)C)OC(C)C